C[SiH2]OC(COCCOC)=O methyl-(2-methoxyethoxy)acetoxysilane